(9H-fluoren-9-yl)methyl 2-methylene-4-oxo-4-((1-(5-(trifluoromethyl)pyridin-2-yl)cyclobutyl)amino)butanoate C=C(C(=O)OCC1C2=CC=CC=C2C=2C=CC=CC12)CC(NC1(CCC1)C1=NC=C(C=C1)C(F)(F)F)=O